2-(2-(((3R,4R)-3-fluoro-1-((1-methyl-1H-pyrazol-4-yl)sulfonyl)piperidin-4-yl)amino)-5-(trifluoromethyl)pyrimidin-4-yl)-6,6-dimethyl-5,6-dihydro-4H-thieno[2,3-c]pyrrol-4-one F[C@@H]1CN(CC[C@H]1NC1=NC=C(C(=N1)C1=CC2=C(C(NC2=O)(C)C)S1)C(F)(F)F)S(=O)(=O)C=1C=NN(C1)C